ClC1=C(C=CC=2C(=C3N(C12)CCNC3=O)C=3C=NN(C3)C3OCCCC3)Cl 6,7-dichloro-10-(1-tetrahydropyran-2-ylpyrazol-4-yl)-3,4-dihydropyrazino[1,2-a]indol-1-one